4-nitrobenzoyl-barbituric acid [N+](=O)([O-])C1=CC=C(C(=O)C2C(NC(NC2=O)=O)=O)C=C1